FC=1C(=C(C=CC1F)[C@H]1[C@@H](O[C@]([C@H]1C)(C(F)(F)F)C)C(=O)NC1=CC(=NC=C1)C(=O)OC)C |r| Methyl rac-(2R,3S,4S,5R)-4-[[3-(3,4-difluoro-2-methyl-phenyl)-4,5-dimethyl-5-(trifluoromethyl)tetrahydrofuran-2-carbonyl]amino]pyridine-2-carboxylate